fumaric acid monosodium salt [Na+].C(\C=C\C(=O)O)(=O)[O-]